ClCC(=O)NC1=C2COCC2=CC=C1 2-chloro-N-(1,3-dihydroisobenzofuran-4-yl)acetamide